OCC1(N[C@@H](CC2C3=CC=CC=C3N=C12)C(=O)O)CO (3S)-1,1-dihydroxymethyl-tetrahydro-β-carboline-3-carboxylic acid